2-fluoro-6-((6S,8R)-1-fluoro-8-methyl-7-(2,2,2-trifluoroethyl)-6,7,8,9-tetrahydro-3H-pyrazolo[4,3-f]isoquinolin-6-yl)-N-(1-(3-fluoropropyl)azetidin-3-yl)pyridin-3-amine FC1=NC(=CC=C1NC1CN(C1)CCCF)[C@H]1N([C@@H](CC2=C3C(=CC=C12)NN=C3F)C)CC(F)(F)F